1,1,1-trifluoro-2-trifluoromethyl-2,4-pentanediol FC(C(CC(C)O)(O)C(F)(F)F)(F)F